CN1N=CC(=C1)[C@H](CN[C@H](C1=CC=CC=C1)[C@H]1CNC2=C(N1)N=CC(=C2)C=2C=NN(C2)C)C (R)-2-(1-methyl-1H-pyrazol-4-yl)-N-((R)-((R)-7-(1-methyl-1H-pyrazol-4-yl)-1,2,3,4-tetrahydropyrido[2,3-b]pyrazin-3-yl)(phenyl)methyl)propan-1-amine